methyl 4-methyl-2-[({5-[4-methyl-5-(methylthio)-4H-1,2,4-triazol-3-yl]-2-thienyl}sulfonyl)amino]pentanoate CC(CC(C(=O)OC)NS(=O)(=O)C=1SC(=CC1)C1=NN=C(N1C)SC)C